Ethyl 4-butoxy-3-methoxybenzoate C(CCC)OC1=C(C=C(C(=O)OCC)C=C1)OC